6-isopropyl-N-(4-methoxycyclohexyl)-2-(1-methyl-1H-imidazol-5-yl)pyrimidine-4-carboxamide C(C)(C)C1=CC(=NC(=N1)C1=CN=CN1C)C(=O)NC1CCC(CC1)OC